(2R,3S,4R,5S)-3-(3-chloro-2-fluorophenyl)-4-(5-chloro-2-fluorophenyl)-4-cyano-5-neopentylpyrrolidine-2-carboxylic acid tert-butyl ester C(C)(C)(C)OC(=O)[C@@H]1N[C@H]([C@]([C@H]1C1=C(C(=CC=C1)Cl)F)(C#N)C1=C(C=CC(=C1)Cl)F)CC(C)(C)C